ClC1=C(C=CC=C1)C1C(NC=2C=3C1=NNC(C3C=C(C2)F)=O)C2CCN(CC2)C 9-(2-chlorophenyl)-5-fluoro-8-(1-methylpiperidin-4-yl)-2,7,8,9-tetrahydro-3H-pyrido[4,3,2-de]phthalazin-3-one